N1CC(OCC1)=O morpholine-2-one